C(C)N(C(=O)S(=O)(=O)C)CC N,N-diethyl-1-methylsulfonylformamide